1,N1-dibenzyl-4-methylcyclohexane-1,4-diamine C(C1=CC=CC=C1)C1(CCC(CC1)(N)C)NCC1=CC=CC=C1